C1(CC1)C=1C(=C2C(C(N(C2=C(C1)F)CC(=O)N[C@H]([C@@H](CC(=O)OCC)C(F)(F)F)C)=O)(C)C)F ethyl (3R,4S)-4-(2-(5-cyclopropyl-4,7-difluoro-3,3-dimethyl-2-oxoindolin-1-yl)acetamido)-3-(trifluoromethyl)pentanoate